C(=C)[Si]1=NC=CC=C1 vinyl-silazine